IC1=C2C(=NC(=C1)N1[C@@H](COCC1)C)N(N=C2)COCC[Si](C)(C)C 2-[[4-iodo-6-[(3R)-3-methylmorpholin-4-yl]pyrazolo[3,4-b]pyridin-1-yl]methoxy]ethyl-trimethyl-silane